2,6-di-tert-butoxycarbonylaminohexanoic acid C(C)(C)(C)OC(=O)NC(C(=O)O)CCCCNC(=O)OC(C)(C)C